(E)-3-hydroxy-4-((2-(2-((4-(trifluoromethyl)phenyl)amino)pyrimidin-4-yl)phenyl)diazenyl)naphthalene-1-sulfonic acid OC=1C=C(C2=CC=CC=C2C1\N=N\C1=C(C=CC=C1)C1=NC(=NC=C1)NC1=CC=C(C=C1)C(F)(F)F)S(=O)(=O)O